Methyl 10-(cyclopropylcarbamoyl)-6-hydroxy-[1,2,4]triazolo[5,1-a]isoquinoline-5-carboxylate C1(CC1)NC(=O)C=1C=CC=C2C(=C(N3C(C12)=NC=N3)C(=O)OC)O